1-(5-chloro-2-hydroxy-phenyl)-2-[5-(trifluoromethoxy)-1H-indol-3-yl]ethane-1,2-dione ClC=1C=CC(=C(C1)C(C(=O)C1=CNC2=CC=C(C=C12)OC(F)(F)F)=O)O